tricosyl tetracos-15-enoate C(CCCCCCCCCCCCCC=CCCCCCCCC)(=O)OCCCCCCCCCCCCCCCCCCCCCCC